(2R)-1-[8-methoxy-9-(2-methyltetrazol-5-yl)-1-(2-thienyl)-5,6-dihydropyrrolo[2,1-a]isoquinoline-3-carbonyl]-2-methyl-pyrrolidine-2-carbonitrile COC=1C=C2CCN3C(C2=CC1C=1N=NN(N1)C)=C(C=C3C(=O)N3[C@](CCC3)(C#N)C)C=3SC=CC3